(S)-2-(3-methylpiperazin-1-yl)-5-(trifluoromethyl)pyrimidine tert-butyl-4-(ethyl(5-((7-fluoro-2-methyl-2H-indazol-5-yl)carbamoyl)-4-methoxypyrimidin-2-yl)amino)piperidine-1-carboxylate C(C)(C)(C)OC(=O)N1CCC(CC1)N(C1=NC=C(C(=N1)OC)C(NC1=CC2=CN(N=C2C(=C1)F)C)=O)CC.C[C@H]1CN(CCN1)C1=NC=C(C=N1)C(F)(F)F